6-methoxy-1,2,3,4-tetrahydroisoquinoline hydrochloride Cl.COC=1C=C2CCNCC2=CC1